4-[2-(N-[3,3-difluorocyclohexyl]-3-fluoro-anilino)-2-oxo-ethyl]-1-[methyl(phenyl)carbamoyl]piperidine-4-carboxylic acid FC1(CC(CCC1)N(C1=CC(=CC=C1)F)C(CC1(CCN(CC1)C(N(C1=CC=CC=C1)C)=O)C(=O)O)=O)F